CC(CNC(C1=CN=C(C=C1)C)=O)(CC1=CC=C(C=C1)C=1C=C2C=NN(C2=CC1)C)C N-(2,2-dimethyl-3-(4-(1-methyl-1H-indazol-5-yl)phenyl)propyl)-6-methylnicotinamide